C1(CC1)COF perfluoro cyclopropyl-methyl ether